FC12CCC(CC1)(CC2)NC(=O)NCC2=CC(=NC=C2)OC[C@H](C)F 1-(4-fluoro-1-bicyclo[2.2.2]octanyl)-3-[[2-[(2S)-2-fluoropropoxy]pyridin-4-yl]methyl]urea